NC1=C2C(=NC=N1)N(N=C2C2=CC=C(C=C2)OC2=CC=CC=C2)C2CCN(CC2)CCC#CC2=CC=C(C=C2)N2C(NC(CC2)=O)=O 1-(4-(4-(4-(4-amino-3-(4-phenoxyphenyl)-1H-pyrazolo[3,4-d]pyrimidin-1-yl)piperidin-1-yl)but-1-yn-1-yl)phenyl)dihydropyrimidine-2,4(1H,3H)-dione